FC1=C(C#N)C=CC(=C1)O[C@H]1CN(C[C@]1(CO)O)S(=O)(=O)C1=CC=C(C=C1)C#CC 2-fluoro-4-(((3S,4R)-4-hydroxy-4-(hydroxymethyl)-1-((4-(prop-1-yn-1-yl)phenyl)sulfonyl)pyrrolidin-3-yl)oxy)benzonitrile